FC(C(C(F)(F)F)(F)I)(F)F Heptafluoroisopropyl iodide